N-(4-(1-(thiazole-4-carbonyl)-1,2,3,6-tetrahydropyridin-4-yl)-1H-pyrrolo[2,3-b]pyridin-6-yl)cyclopropylcarboxamide S1C=NC(=C1)C(=O)N1CCC(=CC1)C1=C2C(=NC(=C1)NC(=O)C1CC1)NC=C2